C1(CC1)C(=O)N1CC2=CC=C(C=C2C(C1)(C)C)SCCC(=O)OCC(CCCC)CC 2-Ethylhexyl 3-((2-(cyclopropanecarbonyl)-4,4-dimethyl-1,2,3,4-tetrahydroisoquinolin-6-yl)thio)propanoate